2-styrylbenzaldehyde C(=CC1=CC=CC=C1)C1=C(C=O)C=CC=C1